ClC1=C(C=C(C=C1)[C@H](CO)O)F (R)-1-(4-chloro-3-fluorophenyl)ethane-1,2-diol